N-(5-(2-(2-oxa-7-azaspiro[4.4]nonan-7-yl)acetamido)-2-methylpyridin-3-yl)-2-(2-methoxypyridin-3-yl)pyrazolo[5,1-b]thiazole-7-carboxamide C1OCCC12CN(CC2)CC(=O)NC=2C=C(C(=NC2)C)NC(=O)C=2C=NN1C2SC(=C1)C=1C(=NC=CC1)OC